N-(3-chloro-2-methylphenyl)-2-(methylthio)-6-({[2-(trifluoromethyl)phenyl]carbonyl}amino)-1H-benzimidazole-4-carboxamide ClC=1C(=C(C=CC1)NC(=O)C1=CC(=CC=2NC(=NC21)SC)NC(=O)C2=C(C=CC=C2)C(F)(F)F)C